1,7,7-trimethylbicyclo[2.2.1]hept-2-yl 3-methylenecyclopentanecarboxylate C=C1CC(CC1)C(=O)OC1C2(CCC(C1)C2(C)C)C